BrC=1C=CC2=C(N(C(O2)=O)C2C(CNCC2)(F)F)C1 5-bromo-3-(3,3-difluoropiperidin-4-yl)benzo[d]oxazol-2(3H)-one